(3S,4R)-4-((7-(5-(difluoromethyl)pyridin-3-yl)-5-fluoropyrrolo[2,1-f][1,2,4]triazin-2-yl)amino)tetrahydro-2H-pyran-3-ol FC(C=1C=C(C=NC1)C1=CC(=C2C=NC(=NN21)N[C@H]2[C@@H](COCC2)O)F)F